iodostilbene C1=CC=C(C=C1)C=CC2=CC=CC=C2I